O1CNCC=C1 3,4-dihydro-2H-[1,3]oxazine